(E)-3,7-dimethylocta-2,6-dien-1-yl 3-chloropicolinate ClC=1C(=NC=CC1)C(=O)OC\C=C(\CCC=C(C)C)/C